Sulfopentyl ether S(=O)(=O)(O)CCCCCOCCCCCS(=O)(=O)O